[Ni].[Pd] palladium-Nickel